The molecule is a 1-(Z)-alk-1-enyl-2-acyl-sn-glycero-3-phosphoethanolamine zwitterion in which the alkenyl and acyl groups are specified as (1Z)-octadecenyl and linoleoyl respectively. It has a role as a mouse metabolite. It is a 1-(Z)-alk-1-enyl-2-acyl-sn-glycero-3-phosphoethanolamine zwitterion and a 1-O-(1Z-octadecenyl)-2-acyl-sn-glycero-3-phosphoethanolamine zwitterion. It is a tautomer of a 1-(1Z-octadecenyl)-2-linoleoyl-sn-glycero-3-phosphoethanolamine. CCCCCCCCCCCCCCCC/C=C\\OC[C@H](COP(=O)([O-])OCC[NH3+])OC(=O)CCCCCCC/C=C\\C/C=C\\CCCCC